N1C=C(C2=CC=CC=C12)C[C@@H](C(=O)N[C@H](C(=O)OC(C)C)CCC(C=[N+]=[N-])=O)OC isopropyl (S)-2-((S)-3-(1H-indol-3-yl)-2-methoxypropanamido)-6-diazo-5-oxohexanoate